C1(CC1)CN1C[C@H]([C@@H](CC1)NC(=O)C1=NOC(=C1)C1=CC(=CC=C1)C(F)(F)F)C(=O)O |r| rac-(3R,4R)-1-cyclopropylmethyl-4-{[5-(3-trifluoromethyl-phenyl)-isoxazole-3-carbonyl]-amino}-piperidine-3-carboxylic acid